C1(CC1)N1CCC(CC1)N1CCC(CC1)C=1C(=CC2=C(NC(=N2)C2=CC(=C(C=C2)OC)OC)C1)F 6-(1'-Cyclopropyl-[1,4'-bipiperidin]-4-yl)-2-(3,4-dimethoxyphenyl)-5-fluoro-1H-benzo[d]imidazol